N=1ON=C2C1C=CC(=C2)C2=CC=C(N=N2)NC2CC(NC(C2)(C)C)(C)C 6-(benzo[c][1,2,5]oxadiazol-5-yl)-N-(2,2,6,6-tetramethyl-piperidin-4-yl)pyridazin-3-amine